N=1C=NN2C1C=CC(=C2)C[C@@H]2CC[C@H](CC2)C(=O)O trans-4-([1,2,4]triazolo[1,5-a]pyridin-6-ylmethyl)cyclohexanecarboxylic acid